O=S1(CCCCC1)=NC(CC=1N=C2N(C=C(C=C2)C2=NOC(=N2)C(F)(F)F)C1)=O N-(1-oxidotetrahydro-2H-1λ6-thiopyran-1-ylidene)-2-(6-(5-(trifluoromethyl)-1,2,4-oxadiazol-3-yl)imidazo[1,2-a]pyridin-2-yl)acetamide